FC=1C=2N(C=C(C1)NC(=O)C=1C=CC(=C3C=CN=NC13)N1CCS(CC1)(=O)=N)C=C(N2)C N-(8-fluoro-2-methyl-imidazo[1,2-a]pyridin-6-yl)-5-(1-imino-1-oxo-1,4-thiazinan-4-yl)cinnoline-8-carboxamide